C(C1=CC=CC=C1)OC1=C(C=C2C(=NC(=NC2=C1)Cl)NC1CCS(CC1)(=O)=O)OC 4-((7-(benzyloxy)-2-chloro-6-methoxyquinazolin-4-yl)amino)tetrahydro-2H-thiopyran 1,1-dioxide